1-acetyl-4-[4-({(1R)-1-[2,5-dimethyl-3-(trifluoromethyl)phenyl]ethyl}amino)-2-methylpyrido[3,4-d]pyrimidin-6-yl]-1,4lambda5-azaphosphinan-4-one C(C)(=O)N1CCP(CC1)(=O)C1=CC2=C(N=C(N=C2N[C@H](C)C2=C(C(=CC(=C2)C)C(F)(F)F)C)C)C=N1